4-amino-3-chloro-6-(4-chloro-2-fluoro-3-methoxyphenyl)pyridineformhydrazide NC1=C(C(=NC(=C1)C1=C(C(=C(C=C1)Cl)OC)F)C(=O)NN)Cl